benzyl (2S)-2-(cyanomethyl)-4-[8-fluoro-2-[[(2S)-1-methylpyrrolidin-2-yl]methoxy]-7-(1-naphthyl)pyrido[4,3-d]pyrimidin-4-yl]piperazine-1-carboxylate C(#N)C[C@@H]1N(CCN(C1)C=1C2=C(N=C(N1)OC[C@H]1N(CCC1)C)C(=C(N=C2)C2=CC=CC1=CC=CC=C21)F)C(=O)OCC2=CC=CC=C2